CC(C)(C(CC(C(C(C(F)(F)F)(F)F)(F)F)=O)=O)C 2,2-dimethyl-6,6,7,7,8,8,8-heptafluorooctane-3,5-dione